(E)-N-(2-(4,4-difluoro-3-phenylvinylpiperidin-1-yl)-6-methoxypyrimidin-4-yl)-1,1-diphenylmethanimine FC1(C(CN(CC1)C1=NC(=CC(=N1)N=C(C1=CC=CC=C1)C1=CC=CC=C1)OC)\C=C\C1=CC=CC=C1)F